para-xylenic acid C1(CC=C(C=C1)C)(C)C(=O)O